2-(2,6-bis(benzyloxy)pyridin-3-yl)-5-(6-hydroxy-6-(trifluoromethyl)-2-azaspiro[3.4]octane-2-carbonyl)isoindolin-1-one C(C1=CC=CC=C1)OC1=NC(=CC=C1N1C(C2=CC=C(C=C2C1)C(=O)N1CC2(C1)CC(CC2)(C(F)(F)F)O)=O)OCC2=CC=CC=C2